BrC=1C=C2CCC2=CC1 3-bromobicyclo[4.2.0]oct-1,3,5-triene